COC1=CC=C(CSC2=CN=C3N2C=CC(N3C)=O)C=C1 3-((4-methoxybenzyl)thio)-8-methylimidazo[1,2-a]pyrimidin-7(8H)-one